C(C)OC(=O)NS(=O)(=O)C(F)(F)F Ethoxycarbonyl-Trifluoromethyl-Sulfonamide